C(CCCCCCCCCCC)C(=O)[C@H](O)[C@@H](O)[C@H](O)[C@H](O)CO Lauryl-glucose